(1S,3S)-3-((2-(5-((((Bicyclo[1.1.1]pentan-1-ylmethyl)(methyl)carbamoyl)oxy)methyl)-1-methyl-1H-pyrazol-4-yl)-4-methylpyrimidin-5-yl)oxy)cyclohexan C12(CC(C1)C2)CN(C(=O)OCC2=C(C=NN2C)C2=NC=C(C(=N2)C)OC2CCCCC2)C